2-fluoro-8-methoxy-3-piperazin-1-yl-5-ethyl-5H-indolo[3,2-c][1,8]naphthyridine FC=1C=C2C=3C(=CN(C2=NC1N1CCNCC1)CC)C1=CC(=CC=C1N3)OC